4-((17-azido-3,6,9,12,15-pentaoxaheptadecyl)thio)-2-(2,6-dioxopiperidin-3-yl)isoindoline-1,3-dione N(=[N+]=[N-])CCOCCOCCOCCOCCOCCSC1=C2C(N(C(C2=CC=C1)=O)C1C(NC(CC1)=O)=O)=O